BrC=1C=C(C=CC1)[C@H](C(=O)N1CC2=C(CCC1)N=C(NC2=O)C2(CC2)C=2C=NC=C(C2)C(C)C)O (R)-6-(2-(3-bromophenyl)-2-hydroxyacetyl)-2-(1-(5-isopropylpyridin-3-yl)cyclopropyl)-3,5,6,7,8,9-hexahydro-4H-pyrimido[5,4-c]azepin-4-one